C(#N)C1=CC=C(OC(C(=O)NC=2SC3=C(N2)C=C(C(=C3)OC)OC)C3=CC(=CC=C3)S(=O)(=O)C3=CC=C(C=C3)F)C=C1 2-(4-Cyano-phenoxy)-N-(5,6-dimethoxy-benzothiazol-2-yl)-2-[3-(4-fluoro-benzenesulfonyl)-phenyl]-acetamide